BrC1=CC(=CC=2N=C3N([C@@H](CCC3)C)C21)C(=O)OC Methyl (R)-9-bromo-1-methyl-1,2,3,4-tetrahydrobenzo[4,5]imidazo[1,2-a]pyridine-7-carboxylate